[Na+].C(CCCCCCC\C=C/CCCCCCCC)(=O)OC[C@@H](OC(CCCCCCC\C=C/CCCCCCCC)=O)COP(=O)([O-])[O-].[Na+] 1,2-DI(cis-9-octadecenoyl)-sn-glycero-3-phosphate sodium salt